C(#N)C1=CC(=C(CSC2=C(C=CC(N2)C=2CCN(CC2)CC2=NC3=C(N2C[C@H]2OCC2)C=C(C=C3)C(=O)O)F)C=C1)F (S)-2-((6-(4-cyano-2-fluorobenzyl)thio-5-fluoro-3',6'-dihydro-[2,4'-bipyridin]-1'(2H)-yl)methyl)-1-(oxetan-2-ylmethyl)-1H-benzo[d]imidazole-6-carboxylic acid